C12C(C3CC(CC(C1)C3)C2)NC(CN2S(N(CCC2)CC2=CC=C(C=C2)F)(=O)=O)=O N-(adamantan-2-yl)-2-(6-(4-fluorobenzyl)-1,1-dioxido-1,2,6-thiadiazinan-2-yl)acetamide